C(N)(=O)N[C@H](C1=CC=CC=C1)C(=O)O |r| DL-N-carbamyl-phenylglycine